2-Amino-4-(butylamino)-6-(4-(4-methylpiperazine-1-carbonyl)benzyl)pyridin NC1=NC(=CC(=C1)NCCCC)CC1=CC=C(C=C1)C(=O)N1CCN(CC1)C